8-methoxy-N-[(1R)-1-[3-nitro-5-(trifluoromethyl)phenyl]ethyl]-7-[(3S)-oxolan-3-yloxy]imidazo[1,5-a]quinazolin-5-amine COC1=C(C=C2C(=NC=3N(C2=C1)C=NC3)N[C@H](C)C3=CC(=CC(=C3)C(F)(F)F)[N+](=O)[O-])O[C@@H]3COCC3